(3-(4,4-bis(methoxymethyl)-cyclohexyl)-2-((methyl(2-(methylamino)ethyl)amino)-methyl)-6,7-dihydropyrazolo-[1,5-a]pyrazin-5(4H)-yl)-(tetrahydrofuran-3-yl)-methanone COCC1(CCC(CC1)C=1C(=NN2C1CN(CC2)C(=O)C2COCC2)CN(CCNC)C)COC